C(C1=CC=CC=C1)(=O)N1C(C=2C=C3C(=CC2C1(C1=CC=CC=C1)O)OCO3)=O 6-benzoyl-7-hydroxy-7-phenyl-6,7-dihydro-5H-[1,3]dioxolo[4,5-f]isoindol-5-one